chloromethyl-methyl-isocyanatocyclohexane ClCC1C(CCCC1)(N=C=O)C